(3-nitrophenyl)(phenyl)methanol [N+](=O)([O-])C=1C=C(C=CC1)C(O)C1=CC=CC=C1